(S)-2-(4-(6-((2-cyanothiazol-5-yl)methoxy)pyridin-2-yl)-2,5-difluorobenzyl)-1-(oxetan-2-ylmethyl)-1H-benzo[d]imidazole-6-carboxylic acid C(#N)C=1SC(=CN1)COC1=CC=CC(=N1)C1=CC(=C(CC2=NC3=C(N2C[C@H]2OCC2)C=C(C=C3)C(=O)O)C=C1F)F